1-bromo-2,5-dimethoxy-4-(2-nitrobut-1-en-1-yl)benzene BrC1=C(C=C(C(=C1)OC)C=C(CC)[N+](=O)[O-])OC